FC=1C=CC(=C(C1)[C@H](C=1NC2=CC=CC=C2C1)NC(=O)C=1C=C(C=CC1)C1=CC=C(C=C1)N1C[C@@H](CC1)NC(OC(C)(C)C)=O)OC tert-butyl ((R)-1-(3'-(((R)-(5-fluoro-2-methoxyphenyl)(1H-indole-2-yl)methyl)carbamoyl)-[1,1'-biphenyl]-4-yl)pyrrolidine-3-yl)carbamate